FC=1C=C(C=CC1F)NC(=O)C=1N(C=C2C1OCC1(NS2(=O)=O)CN(CC1)C(=O)OC(C)(C)C)C tert-butyl 6'-((3,4-difluorophenyl)carbamoyl)-7'-methyl-2'H,4'H,7'H-spiro[pyrrolidine-3,3'-pyrrolo[3,4-b][1,4,5]oxathiazepine]-1-carboxylate 1',1'-dioxide